N-Butyl-2-(1-ethylpentyl)-1,3-oxazolidin C(CCC)N1C(OCC1)C(CCCC)CC